BrC1=C(C=C2C(=NC(=NC2=C1F)OC[C@H]1N(CCC1)C(=O)OCC[Si](C)(C)C)N1C[C@@H](N(CC1)C(=O)OC(C)(C)C)CC#N)Cl tert-butyl (2S)-4-[7-bromo-6-chloro-8-fluoro-2-[[(2S)-1-(2-trimethylsilylethoxycarbonyl)pyrrolidin-2-yl]methoxy]quinazolin-4-yl]-2-(cyanomethyl)piperazine-1-carboxylate